C1(CC1)CC(=O)NC1=C(C=NN1CC(C)C)C(=O)N 5-(2-cyclopropylacetamido)-1-isobutyl-1H-pyrazole-4-carboxamide